2-(3-fluorophenyl)thiazole-4-carboxamide FC=1C=C(C=CC1)C=1SC=C(N1)C(=O)N